2-(8-((2s,5r)-2,5-diethylpiperazin-1-yl)-5-methyl-6-oxo-5,6-dihydroimidazo[1,2-b]pyridazin-2-yl)acetonitrile C(C)[C@@H]1N(C[C@H](NC1)CC)C=1C=2N(N(C(C1)=O)C)C=C(N2)CC#N